C(#N)C(S(=O)(=O)C)=NNC1=C(SC=C1)C(=O)OC methyl 3-{2-[cyano(methylsulfonyl)methylene] hydrazino}thiophene-2-carboxylate